BrC=1C=C(C[C@]2(C[C@H](CC2)N(S(=O)(=O)C)CC2=CC=C(C=C2)OC)C(=O)N)C=CC1 (1R,3S)-1-(3-bromobenzyl)-3-(N-(4-methoxybenzyl)methylsulfonamido)cyclopentane-1-carboxamide